COC(=O)[C@H]1[C@@H](C1)C=1C=C(C=CC1)N1C(=CC2=CC=C(C=C12)OC(F)(F)F)C(=O)O |r| (rac)-1-(3-(trans-2-(methoxycarbonyl)cyclopropyl)phenyl)-6-(trifluoromethoxy)-1H-indole-2-carboxylic acid